dimethylethylallyl chloride Ammonium [NH4+].CC(C=CCC)(C)Cl